C(CCCCC(=O)O)(=O)O.C(CCCCC(=O)O)(=O)O hydrogen adipate adipic acid salt